1-(5-((4-(4-cyano-2,6-difluorophenyl)piperazin-1-yl)methyl)thiazol-2-yl)-3-ethylurea C(#N)C1=CC(=C(C(=C1)F)N1CCN(CC1)CC1=CN=C(S1)NC(=O)NCC)F